(S)-4-(3-{5-[(R)-(1,3-dimethyl-azetidin-3-yl)-hydroxy-(4-isopropyl-phenyl)-methyl]-pyridin-3-yl}-[1,2,4]Oxadiazol-5-yl)-1,4-dimethyl-pyrrolidin-2-one CN1CC(C1)(C)[C@@](C=1C=C(C=NC1)C1=NOC(=N1)[C@]1(CC(N(C1)C)=O)C)(C1=CC=C(C=C1)C(C)C)O